CO\N=C\1/CCC(C2=CC=CC=C12)(C)C (E)-4,4-dimethyl-3,4-dihydronaphthalen-1(2H)-one O-methyl oxime